C(C)OC(C1=C(C(=CC=C1N)F)F)=O 6-amino-2,3-difluoro-benzoic acid ethyl ester